C1(CCCCC1)CCC(=O)OC(CSCCCCCC1(OCC(O1)CCO)CCCCCSCC(CCCCCC)OC(CCC1CCCCC1)=O)CCCCCC (((4-(2-Hydroxyethyl)-1,3-dioxolane-2,2-diyl)bis(pentane-5,1-diyl))bis(sulfane-diyl))bis(octane-1,2-diyl) bis(3-cyclohexylpropanoate)